benzyl (2-(2-(((1R,5S,6s)-3-(2-bromoimidazo[1,2-a]pyridine-6-carbonyl)-3-azabicyclo[3.1.0]hexan-6-yl)oxy)-6-(4-fluorophenyl)pyridin-4-yl)propan-2-yl)carbamate BrC=1N=C2N(C=C(C=C2)C(=O)N2C[C@@H]3C([C@@H]3C2)OC2=NC(=CC(=C2)C(C)(C)NC(OCC2=CC=CC=C2)=O)C2=CC=C(C=C2)F)C1